5-Ethoxy-2-(4-(2-((1-(methylsulfonyl)piperidin-4-yl)amino)-5-(trifluoromethyl)pyrimidin-4-yl)-1H-imidazol-1-yl)benzonitrile C(C)OC=1C=CC(=C(C#N)C1)N1C=NC(=C1)C1=NC(=NC=C1C(F)(F)F)NC1CCN(CC1)S(=O)(=O)C